BrC=1C=C(C2=C(NN=N2)C1)F 6-bromo-4-fluoro-1H-1,2,3-benzotriazole